6-bromo-3-methyl-2-(1-(4-methyl-1,4-diazepan-1-yl)butyl)quinazolin-4(3H)-one BrC=1C=C2C(N(C(=NC2=CC1)C(CCC)N1CCN(CCC1)C)C)=O